C(=O)O.C(C)OC1=NC(=NC=C1C(=O)NC1=CC2=CN(N=C2C=C1)C)N(C1CCNCC1)CC 4-ethoxy-2-(ethyl-(piperidin-4-yl)amino)-N-(2-methyl-2H-indazol-5-yl)pyrimidine-5-carboxamide formate salt